O(C1=CC=CC=C1)C[C@@H](C)O (R)-1-phenoxy-2-propanol